CN1CCC2(CC1)OC1=C(O2)C=CC(=C1)[C@@H]1NC[C@H](CC1)C 1'-methyl-5-((2R,5S)-5-methylpiperidin-2-yl)spiro[benzo[d][1,3]dioxole-2,4'-piperidine]